2-Methylheptan-2-ol CC(C)(CCCCC)O